C(C)(C)C1=C(C(=CC=C1)C1=C(C=CC=C1)N(C=O)C)C(=O)O isopropyl-2'-(N-methylformamido)-1,1'-biphenyl-2-carboxylic acid